C(C)(=O)N1CCC(CC1)(F)C1=CC2=C(N=C(N=C2N[C@H](C#C)C2=C(C(=CC=C2)C(F)(F)F)C)C)N(C1=O)C (R)-6-(1-acetyl-4-fluoropiperidin-4-yl)-2,8-dimethyl-4-((1-(2-methyl-3-(trifluoromethyl)phenyl)prop-2-yn-1-yl)amino)pyrido[2,3-d]pyrimidin-7(8H)-one